C(C1=CC=CC=C1)(=O)NC1=C2N=CN(C2=NC=N1)C1C(C=C(O1)CO[P@](=O)(OC1=CC=CC=C1)N[C@H](C(=O)OC(C)C)C)O[Si](C)(C)C(C)(C)C propan-2-yl (2S)-2-{[(S)-{[5-(6-benzamido-9H-purin-9-yl)-4-[(tert-butyldimethylsilyl)oxy]-4,5-dihydrofuran-2-yl]methoxy}(phenoxy)phosphoryl]-amino}propanoate